tert-butyl (3S)-4-(4-chloro-2-(6-((6,6-dimethyl-2,4-dioxo-3-azabicyclo[3.1.0]hexan-3-yl)methyl)pyrrolo[2,1-f][1,2,4]triazin-4-yl)-6-methylbenzyl)-3-methylpiperazine-1-carboxylate ClC1=CC(=C(CN2[C@H](CN(CC2)C(=O)OC(C)(C)C)C)C(=C1)C)C1=NC=NN2C1=CC(=C2)CN2C(C1C(C1C2=O)(C)C)=O